7'-fluorospiro[cyclopropane-1,1'-isoindolin]-3'-one FC=1C=CC=C2C(NC3(C12)CC3)=O